Cl.N[C@@H]1[C@@H](CC2=CC=CC=C12)NC(=O)C1=CN(CCS1)C1=C2N=CNC2=NC=N1 N-((1S,2R)-1-amino-2,3-dihydro-1H-inden-2-yl)-4-(9H-purin-6-yl)-3,4-dihydro-2H-1,4-thiazine-6-carboxamide hydrochloride